6-bromo-7-fluoro-2-((4-methoxybenzyl)amino)quinoline-4-carboxylic acid methyl ester COC(=O)C1=CC(=NC2=CC(=C(C=C12)Br)F)NCC1=CC=C(C=C1)OC